((1s,3s)-3-hydroxy-3-methylcyclobutyl)(6-(quinolin-2-ylmethyl)-2-azaspiro[3.3]Hept-2-yl)methanone OC1(CC(C1)C(=O)N1CC2(C1)CC(C2)CC2=NC1=CC=CC=C1C=C2)C